CC1=NC(=CC=C1OCC1C(CCCC1)C(=O)O)C=1N=NN(C1COC(N(CCC)C)=O)C 2-(((2-methyl-6-(1-methyl-5-(((methyl(propyl)carbamoyl)oxy)methyl)-1H-1,2,3-triazol-4-yl)pyridin-3-yl)oxy)methyl)cyclohexane-1-carboxylic acid